(E)-3-(3-Hydroxyphenyl)-1-(4-morpholin-4-ylphenyl)prop-2-en-1-one OC=1C=C(C=CC1)/C=C/C(=O)C1=CC=C(C=C1)N1CCOCC1